N1C(=NC=C1)C(=O)N 1H-imidazol-2-carboxamide